2-benzyl-6-(2-methoxypropyl)-4-pentylphenol C(C1=CC=CC=C1)C1=C(C(=CC(=C1)CCCCC)CC(C)OC)O